FC1=CC=C(C=C1)[C@@H]1N(CCC2=CC=CC=C12)C(=O)[C@H]1C[C@@H](CO1)NC(OC(C)(C)C)=O tertbutyl ((3S,5R)-5-((S)-1-(4-fluorophenyl)-1,2,3,4-tetrahydroisoquinoline-2-carbonyl)tetrahydrofuran-3-yl)carbamate